(2S)-ethyl 2-[4-chloro-2-(4-butoxy-4,5-dihydroisoxazol-3-yl) phenoxy]-3-cyclopropylpropionate ClC1=CC(=C(O[C@H](C(=O)OCC)CC2CC2)C=C1)C1=NOCC1OCCCC